COC=1C=C(C=C(C1OC)OC)C1CC(=NN1C=1SC=C(N1)C)C1=CC=C(C=C1)F 2-(5-(3,4,5-trimethoxyphenyl)-3-(4-fluorophenyl)-4,5-dihydro-1H-pyrazol-1-yl)-4-methylthiazole